3,3-dimethyl-1-(1-methylpiperidin-3-yl)piperazine CC1(CN(CCN1)C1CN(CCC1)C)C